C(#N)[C@@]1(COCC2=CC=C(C=C12)C(=O)NCC1=NC=CC(=C1)COC1=CC=CC=C1)C (4R)-4-cyano-4-methyl-N-[[4-(phenoxymethyl)-2-pyridinyl]methyl]isochroman-6-carboxamide